C(#N)C1=CC(=C(C=C1)COC1=CC=CC(=N1)C1=CC(=C(C=C1F)CC(=O)O)F)F 2-[4-[6-[(4-cyano-2-fluoro-phenyl)methoxy]-2-pyridyl]-2,5-difluoro-phenyl]acetic acid